N[C@H](C(=O)O)CCCCNC(COCCOCCNC(CC[C@H](NC(CCCCCCCCCCCCCCCCP(=O)(OC(C)(C)C)OC(C)(C)C)=O)C(=O)OC(C)(C)C)=O)=O (2S,20S)-2-amino-20-(tert-butoxycarbonyl)-38-(di-tert-butoxyphosphoryl)-8,17,22-trioxo-10,13-dioxa-7,16,21-triazaoctatriacontanoic acid